(3-bromo-4-(methyl-d3)phenyl)-3,3-difluoropropane-1,2-diol BrC=1C=C(C=CC1C([2H])([2H])[2H])C(C(C(F)F)O)O